tert-butyl N-(1-methyl-2-oxo-ethyl)carbamate CC(C=O)NC(OC(C)(C)C)=O